5-(4-((2-butyramidopyridin-4-yl)methyl)piperazin-1-yl)-N-methyl-6-(trifluoromethyl)picolinamide C(CCC)(=O)NC1=NC=CC(=C1)CN1CCN(CC1)C=1C=CC(=NC1C(F)(F)F)C(=O)NC